CC(/C=C\\C/C=C\\C/C=C\\C/C=C\\C/C=C\\CCCC(=O)[O-])O The molecule is a polyunsaturated fatty acid anion that is the conjugate base of 19-HEPE, obtained by deprotonation of the carboxy group; major species at pH 7.3. It is a hydroxy fatty acid anion, a polyunsaturated fatty acid anion, a long-chain fatty acid anion, an (omega-1)-hydroxy fatty acid anion and a HEPE(1-). It derives from an all-cis-5,8,11,14,17-icosapentaenoate. It is a conjugate base of a 19-HEPE.